2'-[(dimethylamino)methyl]-[1,1'-biphenyl]-2-carbonitrile CN(C)CC1=C(C=CC=C1)C=1C(=CC=CC1)C#N